COC1=NC=C(C2=C1N=C(S2)NC(=O)N2CC1(CCOC1)CC2)C2CCOCC2 2-Oxa-7-aza-spiro[4.4]nonane-7-carboxylic acid [4-methoxy-7-(tetrahydro-pyran-4-yl)-thiazolo[4,5-c]pyridin-2-yl]-amide